tert-butyl (1R,5S,6r)-6-[(1,1,1-trifluoro-2-methylpropan-2-yl)carbamoyl]-3-azabicyclo[3.1.0]hexane-3-carboxylate FC(C(C)(C)NC(=O)C1[C@H]2CN(C[C@@H]12)C(=O)OC(C)(C)C)(F)F